tri(4-(1H-imidazol-1-yl)phenyl)amine N1(C=NC=C1)C1=CC=C(C=C1)N(C1=CC=C(C=C1)N1C=NC=C1)C1=CC=C(C=C1)N1C=NC=C1